(S)-N-((S)-3-(1H-indazol-5-yl)-2-(pyrrolidin-1-yl)propyl)-3-phenylbutyramide N1N=CC2=CC(=CC=C12)C[C@@H](CNC(C[C@H](C)C1=CC=CC=C1)=O)N1CCCC1